CSC1=CC=C(C=C1)C(C(C)N1CCOCC1)=O [4-(methylthio)phenyl]-2-morpholinopropane-1-one